(2R,4R)-6-chloro-4-hydroxy-N-(3-{4-[6-(trifluoromethyl)pyridin-3-yl]-1H-imidazol-1-yl}bicyclo[1.1.1]pent-1-yl)-3,4-dihydro-2H-1-benzopyran-2-carboxamide ClC=1C=CC2=C([C@@H](C[C@@H](O2)C(=O)NC23CC(C2)(C3)N3C=NC(=C3)C=3C=NC(=CC3)C(F)(F)F)O)C1